1,3,5-tris(4-amino-3-methylphenoxy)benzene NC1=C(C=C(OC2=CC(=CC(=C2)OC2=CC(=C(C=C2)N)C)OC2=CC(=C(C=C2)N)C)C=C1)C